Di-Tert-Butyl Butane-1,4-Diyldicarbamate C(CCCNC(OC(C)(C)C)=O)NC(OC(C)(C)C)=O